4-((3-(7-(((3S,4R)-3-fluoro-1-methylpiperidin-4-yl)amino)-3-((Z)-prop-1-en-1-yl)-2H-indazol-2-yl)prop-2-yn-1-yl)amino)-3-methoxy-N-methylbenzamide F[C@H]1CN(CC[C@H]1NC1=CC=CC2=C(N(N=C12)C#CCNC1=C(C=C(C(=O)NC)C=C1)OC)\C=C/C)C